ClC1=C(C=C(C(=C1)[N+](=O)[O-])OC)N1CCN(CC1)C(=O)OC(C)(C)C tert-butyl 4-(2-chloro-5-methoxy-4-nitrophenyl)piperazine-1-carboxylate